(S)-2-(4-(6-((5-(3,3-dimethylbut-1-yn-1-yl)thiazol-2-yl)methoxy)pyridin-2-yl)-2,5-difluorobenzyl)-1-(oxetan-2-ylmethyl)-1H-benzo[d]imidazole-6-carboxylic acid CC(C#CC1=CN=C(S1)COC1=CC=CC(=N1)C1=CC(=C(CC2=NC3=C(N2C[C@H]2OCC2)C=C(C=C3)C(=O)O)C=C1F)F)(C)C